N1(CCC1)CCNC1=NC(=C(N=C1CC1=CC=C(C=C1)F)C)C N-(2-(azetidin-1-yl)ethyl)-3-(4-fluorobenzyl)-5,6-dimethylpyrazin-2-amine